4-(1-propionyl-indolin-5-yl)-N-(pyrimidin-5-ylmethyl)benzamide C(CC)(=O)N1CCC2=CC(=CC=C12)C1=CC=C(C(=O)NCC=2C=NC=NC2)C=C1